N-(4-(N-(3,4-difluorobenzyl)-N-(4-fluorobenzyl)sulfamoyl)phenyl)-2-(pyridin-4-yl)cyclopropane-1-carboxamide FC=1C=C(CN(S(=O)(=O)C2=CC=C(C=C2)NC(=O)C2C(C2)C2=CC=NC=C2)CC2=CC=C(C=C2)F)C=CC1F